1,4-bis(isopropylamino)-9,10-anthraquinone C(C)(C)NC1=CC=C(C=2C(C3=CC=CC=C3C(C12)=O)=O)NC(C)C